methyl 2-(hydroxymethyl)-1-[(1-methyl-1H-imidazol-5-yl)methyl]-1H-benzimidazole-6-carboxylate OCC1=NC2=C(N1CC1=CN=CN1C)C=C(C=C2)C(=O)OC